6-amino-N-(5-chloro-6-(2,6-dimethylphenyl)pyridine-2-yl)pyridine-2-sulfonamide NC1=CC=CC(=N1)S(=O)(=O)NC1=NC(=C(C=C1)Cl)C1=C(C=CC=C1C)C